C(C)(C)(C)OC(=O)NC1=C(N=C(S1)C1CC1)C(=O)OC methyl 5-((tert-butoxycarbonyl)amino)-2-cyclopropylthiazole-4-carboxylate